(3-chlorophenyl)-4-nitro-2,1,3-benzoxadiazol-5-amine ClC=1C=C(C=CC1)C=1C(=C(C=2C(=NON2)C1)[N+](=O)[O-])N